2-bromo-6,7-Dihydroimidazo[1,2-a]pyrazin-8(5H)-one BrC=1N=C2N(CCNC2=O)C1